COC(=O)C1=NC(=NC(=C1)N1[C@@H](COCC1)C)Cl 2-chloro-6-[(3R)-3-methylmorpholin-4-yl]Pyrimidine-4-carboxylic acid methyl ester